C(C)OCC1=CC2=C(C(=NO2)C=2C(=C(C(=CC2)OC)S(=O)(=O)N)OC)C(=C1)OC (6-(ethoxymethyl)-4-methoxybenzo[d]isoxazol-3-yl)-2,6-dimethoxybenzenesulfonamide